N-methyl-N-{2-[(4-{3-[3-(trifluoromethyl)phenyl]-1H-pyrrolo[3,2-b]pyridin-2-yl}pyridin-3-yl)oxy]ethyl}prop-2-enamide CN(C(C=C)=O)CCOC=1C=NC=CC1C1=C(C2=NC=CC=C2N1)C1=CC(=CC=C1)C(F)(F)F